ethyl 2-methanesulfonyl-5-oxo-8-(1,3-thiazol-2-yl)-5H,8H-pyrido[2,3-d]pyrimidine-6-carboxylate CS(=O)(=O)C=1N=CC2=C(N1)N(C=C(C2=O)C(=O)OCC)C=2SC=CN2